BrC=1C(=NC(=CC1)N1C(=CC=C1C)C)CC 3-bromo-6-(2,5-dimethyl-1H-pyrrol-1-yl)-2-ethylpyridine